C(C)OC(=O)C1=NN(C(=C1)O)CC1=CC=C(C=C1)F 1-(4-fluorobenzyl)-5-hydroxy-1H-pyrazole-3-carboxylic acid ethyl ester